C(C)(C)(C)NC1=NC=C2N=C(N(C2=N1)C1CCNCC1)NC=1C=C(C#N)C=CC1 3-(2-(tert-butylamino)-9-(piperidin-4-yl)-9H-purin-8-ylamino)benzonitrile